FC1=C(C=CC2=C1N(C(=N2)C2=CC=C(C=C2)S(=O)(=O)C)C)C2CCN(CC2)C2CC1CCC(C2)N1CC(C)C 7-fluoro-6-(1-(8-isobutyl-8-azabicyclo[3.2.1]octan-3-yl)piperidin-4-yl)-1-methyl-2-(4-(methylsulfonyl)phenyl)-1H-benzo[d]imidazole